BrC=1C(=CC=C2C(=CNC12)C1=NC(=NC=C1C(F)(F)F)N[C@@H]1C[C@H](CC1)NC(=O)OC(C)(C)C)C(=O)OC methyl 7-bromo-3-(2-(((1S,3S)-3-((tert-butoxycarbonyl) amino) cyclopentyl) amino)-5-(trifluoromethyl) pyrimidin-4-yl)-1H-indole-6-carboxylate